[2-(methacryloxy)ethyl]dimethyl(3-sulfopropyl)ammonium hydroxide [OH-].C(C(=C)C)(=O)OCC[N+](CCCS(=O)(=O)O)(C)C